C1(C=CC=C1)[Sn+3] cyclopentadienyl-tin (IV)